2-(4-Bromophenyl)-N-(2,4-difluorophenyl)-2-hydroxyacetamide BrC1=CC=C(C=C1)C(C(=O)NC1=C(C=C(C=C1)F)F)O